OCCOCC(C)OC=1C=CC2=C(N=C(O2)C2=C3C=C(N=CC3=C(N=C2)NC)NC(=O)C2CC2)C1 N-(5-(5-((1-(2-hydroxyethoxy)propan-2-yl)oxy)benzo[d]oxazol-2-yl)-8-(methylamino)-2,7-naphthyridin-3-yl)cyclopropanecarboxamide